2-iodo-3-(cis-2,6-dimethylmorpholinyl)naphthoquinone IC=1C(C2=CC=CC=C2C(C1N1C[C@H](O[C@H](C1)C)C)=O)=O